tert-butyl (R)-4-fluoro-2-(methoxy methyl)indoline-1-carboxylate FC1=C2C[C@@H](N(C2=CC=C1)C(=O)OC(C)(C)C)COC